(E)-N-(4-(4-(4-(2-amino-4-(difluoromethyl)pyrimidin-5-yl)-6-morpholino-1,3,5-triazin-2-yl)piperazin-1-yl)-4-oxobutyl)but-2-enamide NC1=NC=C(C(=N1)C(F)F)C1=NC(=NC(=N1)N1CCOCC1)N1CCN(CC1)C(CCCNC(\C=C\C)=O)=O